C(=O)C1=C(C=CC=C1)C=1C=C(SC1)[C@@H](C)NC1=NC(=NC2=CC(=C(C=C12)C1CCC(CC1)C(=O)OC)OC)C Methyl (1R,4R)-4-(4-(((R)-1-(4-(2-formylphenyl)thiophen-2-yl)ethyl)amino)-7-methoxy-2-methylquinazolin-6-yl)cyclohexane-1-carboxylate